tributylammonium valerate imidazole salt N1C=NC=C1.C(CCCC)(=O)[O-].C(CCC)[NH+](CCCC)CCCC